4-(benzyloxy)-1-methyl-3-(trifluoromethyl)pyridin-2(1H)-one C(C1=CC=CC=C1)OC1=C(C(N(C=C1)C)=O)C(F)(F)F